COC1=C(C(=CC=C1)OC)PC1=C(C=CC=C1OC)OC.[Cl] chlorine bis(2,6-dimethoxyphenyl)phosphine